propen-1-one C(C=C)=O